CC1=C(COC=2C=C3C(C(=CNC3=CC2)C(=O)O)=O)C=CC=C1 6-((2-methylbenzyl)oxy)-4-oxo-1,4-dihydroquinoline-3-carboxylic acid